C(CCC)(=O)ON=C(C)C acetone-O-Butanoyloxime